benzoquinone dichloride [Cl-].[Cl-].C1(C=CC(C=C1)=O)=O